CC[C@H](C)[C@@H](C(=O)N[C@@H](C(C)C)C(=O)OC)NC(=O)[C@H](CCC(=O)N)NC(=O)[C@H](CCC(=O)C=[N+]=[N-])NC(=O)OC(C)(C)C The molecule is a tetrapeptide comprising N-(tert-butoxycarbonyl)-6-diazo-5-oxo-L-norleucyl, L-glutaminyl, L-isoleucyl and methyl L-valinate residues coupled in sequence. It has a role as an EC 2.3.2.13 (protein-glutamine gamma-glutamyltransferase) inhibitor. It is a tetrapeptide, a diazo compound, a methyl ester and a carbamate ester.